CC1(CC1)OC=1C=C2C(=NNC2=CC1)C1=CC(=NC=C1)N1CCOC2(CNC2)C1 8-[4-[5-(1-methylcyclopropoxy)-1H-indazol-3-yl]-2-pyridyl]-5-oxa-2,8-diazaspiro[3.5]nonane